(±)-methyl 4-[3-[(4,5-dichloro-1-methyl-indole-2-carbonyl) amino]-1-(2,2,2-trifluoro ethyl)pyrrolidin-3-yl]benzoate ClC1=C2C=C(N(C2=CC=C1Cl)C)C(=O)N[C@@]1(CN(CC1)CC(F)(F)F)C1=CC=C(C(=O)OC)C=C1 |r|